NC1=C2C(N(C(C2=CC=C1)=O)CC1=CC=C(C=C1)OC)C1=C(C=CC=C1)C 4-amino-2-[(4-methoxyphenyl)methyl]-3-(2-methylphenyl)-2,3-dihydro-1H-isoindol-1-one